C1(CC1)C1=NC=NC(=C1C1=NC=C(C(=N1)OCC1=CC(=C(C=C1)C=1N(C=C(N1)C(F)(F)F)C)F)C1(COC1)F)OC 2-(4-cyclopropyl-6-methoxy-pyrimidin-5-yl)-4-[[3-fluoro-4-[1-methyl-4-(trifluoromethyl)imidazol-2-yl]phenyl]methoxy]-5-(3-fluorooxetan-3-yl)pyrimidine